8-bromo-N'-hydroxy-3-[(trifluoromethyl)sulfanyl]imidazo[1,2-a]pyridine-2-carboximidamide BrC=1C=2N(C=CC1)C(=C(N2)C(N)=NO)SC(F)(F)F